4-(4-cyclopropylpiperazin-1-yl)aniline C1(CC1)N1CCN(CC1)C1=CC=C(N)C=C1